(4-Chloro-2-methyl-5-(4,4,5,5-tetramethyl-1,3,2-dioxaborolan-2-yl)phenyl)(phenyl)-methanone ClC1=CC(=C(C=C1B1OC(C(O1)(C)C)(C)C)C(=O)C1=CC=CC=C1)C